2-oxo-[1,2'-bipyridine]-5'-carboxylic acid methyl ester COC(=O)C=1C=CC(=NC1)N1C(C=CC=C1)=O